COC(=O)C=1C=C(C2=C(N=C3N2[C@@H](CC[C@H]3O)C)C1)Br (1r,4r)-9-bromo-4-hydroxy-1-methyl-1,2,3,4-tetrahydrobenzo[4,5]imidazo[1,2-a]pyridine-7-carboxylic acid methyl ester